CN1C=CC2=CC(=CC=C12)[C@H](C)N[S@](=O)C(C)(C)C (R)-N-((S)-1-(1-methyl-1H-indol-5-yl)-ethyl)-2-methylpropane-2-sulfinamide